OC1(CC1)C=1NC(=NN1)C1CC2(CN(C2)C(=O)N2CC(C2)CNS(=O)(=O)C2=CC=C(C=C2)C(F)(F)F)C1 N-[[1-[6-[5-(1-hydroxycyclopropyl)-4H-1,2,4-triazol-3-yl]-2-azaspiro[3.3]heptane-2-carbonyl]azetidin-3-yl]methyl]-4-(trifluoromethyl)benzenesulfonamide